BrC1=C2CCC(C2=CC=C1)OC1=CC(=C(C=O)C=C1Cl)O 4-(4-bromoindan-1-yl)oxy-5-chloro-2-hydroxy-benzaldehyde